ClC=1C=C(C=CC1C(F)(F)F)NC(=O)NC1=CC(=C(C=C1)F)C(=O)C=1C=C2N=C(C=NC2=CC1)OC 1-(3-chloro-4-(trifluoromethyl)phenyl)-3-(4-fluoro-3-(3-methoxyquinoxaline-6-carbonyl)phenyl)urea